ClC1=CC=C(N=N1)N1[C@H]2[C@@H](CC1)CN(C2)C(=O)OC(C)(C)C |r| tert-butyl rac-(3aS,6aS)-1-(6-chloropyridazin-3-yl)-2,3,3a,4,6,6a-hexahydropyrrolo[3,4-b]pyrrole-5-carboxylate